The molecule is a DHET obtained by formal dihydroxylation across the 11,12-double bond of arachidonic acid. It has a role as a mouse metabolite. It is a conjugate acid of a (5Z,8Z,14Z)-11,12-dihydroxyicosatrienoate. CCCCC/C=C\\CC(C(C/C=C\\C/C=C\\CCCC(=O)O)O)O